4-bromo-2-(bromomethyl)-chlorobenzene BrC1=CC(=C(C=C1)Cl)CBr